FC(C1=CC=2C3=C(NC2C=C1)CCNC3)(F)F 8-(Trifluoromethyl)-2,3,4,5-tetrahydro-1H-pyrido[4,3-b]indole